(S)-5-(2-butoxy)-4-nitro-1-((2-(trimethylsilyl)ethoxy)methyl)-1H-pyrazole C[C@@H](CC)OC1=C(C=NN1COCC[Si](C)(C)C)[N+](=O)[O-]